CN(C1=NC2=CC=CC(=C2C(N1NC(CC1=CC(=CC(=C1)C(F)(F)F)F)=O)=O)F)C N-(2-Dimethylamino-5-fluoro-4-oxo-4H-quinazolin-3-yl)-2-(3-fluoro-5-trifluoromethyl-phenyl)-acetamide